FC1=C(CNC2=CC=C(C=C2)C)C=CC=C1 (2-fluorobenzyl)-4-methylaniline